6-((4-(2-(4-chlorophenyl)-2-methylbenzo[d][1,3]dioxol-4-yl)piperidin-1-yl)methyl)-N'-hydroxy-5-methylnicotinimidamide ClC1=CC=C(C=C1)C1(OC2=C(O1)C=CC=C2C2CCN(CC2)CC2=NC=C(C(N)=NO)C=C2C)C